FC=1C=CC2=C(CCC3N(C2=O)CC(CC3)C=3OC=C(N3)C3=NC=C(C=C3)F)C1 9-fluoro-3-(4-(5-fluoropyridin-2-yl)oxazol-2-yl)-1,3,4,11,12,12a-hexahydrobenzo[e]pyrido[1,2-a]azepin-6(2H)-one